CC1=CC=CC2=C1N=C(S2)NNC(=O)N=N (4-Methylbenzo[d]thiazol-2-yl)carbazone